3-(N,N'-Dilinoleylamino)-1,2-propanediol C(CCCCCCC\C=C/C\C=C/CCCCC)N(CCCCCCCC\C=C/C\C=C/CCCCC)CC(CO)O